((1S,4R)-7,7-dimethyl-2-oxo-bicyclo[2.2.1]heptan-1-yl) methanesulfonate CS(=O)(=O)O[C@@]12C(C[C@@H](CC1)C2(C)C)=O